(1S,3R)-2-(2-Fluoro-2-methylpropyl)-1-(5-(((R)-1-(3-fluoropropyl)pyrrolidin-3-yl)oxy)thiophen-2-yl)-3-methyl-2,3,4,9-tetrahydro-1H-pyrido[3,4-b]indole FC(CN1[C@@H](C=2NC3=CC=CC=C3C2C[C@H]1C)C=1SC(=CC1)O[C@H]1CN(CC1)CCCF)(C)C